COC1(CC(C1)(C1=CC=CC=C1)CB1OC(C(O1)(C)C)(C)C)OC 2-((3,3-dimethoxy-1-phenylcyclobutyl)methyl)-4,4,5,5-tetramethyl-1,3,2-dioxaborolane